2-(1-acryloyl-4-(2-((1-ethylpyrrolidin-2-yl)methoxy)-7-(indolin-1-yl)-5,6,7,8-tetrahydroquinazolin-4-yl)piperazin-2-yl)acetonitrile C(C=C)(=O)N1C(CN(CC1)C1=NC(=NC=2CC(CCC12)N1CCC2=CC=CC=C12)OCC1N(CCC1)CC)CC#N